methyl N-[5-[6-[4-(4-fluoro-3-methoxy-phenyl)-1,2,4-triazol-3-yl]imidazo[1,2-a]pyridin-3-yl]-2-pyridyl]carbamate FC1=C(C=C(C=C1)N1C(=NN=C1)C=1C=CC=2N(C1)C(=CN2)C=2C=CC(=NC2)NC(OC)=O)OC